N1=C(C=NC=C1)C(=O)NCCCC(=O)O 4-(pyrazine-2-carboxamido)butyric acid